methyl-4-methyl-2-pentylmethyl phosphate P(=O)(OC(C(C)CC(C)C)C)([O-])[O-]